ClC1=C(C=CC(=C1)F)NC1=NC=C(C(=N1)N1C=C(C=C1)C(=O)N[C@@H](CN(C)C)C1=CC=CC=C1)C (R)-1-(2-((2-chloro-4-fluorophenyl)amino)-5-methyl-pyrimidin-4-yl)-N-(2-(dimethyl-amino)-1-phenylethyl)-1H-pyrrole-3-carboxamide